4-benzyl-5,11-dihydro-4H-3,4,10,11-tetraazadibenzo[cd,h]azulene C(C1=CC=CC=C1)N1CC2=C3C(C=CC3=C3C(C=C2)=CC=NN3)=N1